C[N+](CCC)(C)C N,N,N-trimethylpropane-1-aminium